N-(2-(2,6-dioxopiperidin-3-yl)-1-oxoisoindolin-5-yl)-2-(1-(3-(Hydroxymethyl)-5-(isoquinolin-1-yl)pyridin-2-yl)piperidin-4-yl)acetamide O=C1NC(CCC1N1C(C2=CC=C(C=C2C1)NC(CC1CCN(CC1)C1=NC=C(C=C1CO)C1=NC=CC2=CC=CC=C12)=O)=O)=O